NC=1C(=C2C=CC(=NC2=CC1)C1CC1)P(C)(C)=O (6-amino-2-cyclopropylquinolin-5-yl)dimethylphosphine oxid